O=C([C@H](CCCCNC(OC(CCC1C2=CC=CC=C2C=2C=CC=CC12)(C)C)=O)NC([O-])=O)NC=1SC=C(N1)C1=CC=CC=C1 (S)-(9H-fluoren-9-yl)methyltert-butyl (6-oxo-6-((4-phenylthiazol-2-yl)amino)hexane-1,5-diyl)dicarbamate